1,4-dichloro-2,3-dinitrobenzene ClC1=C(C(=C(C=C1)Cl)[N+](=O)[O-])[N+](=O)[O-]